Cl.C(=O)(O)CCP 2-carboxyethyl-phosphine-HCl